C1NCC12CC(C2)N2CCC(CC2)N2[C@@H](C=1C=3C=C(N=NC3NC1CC2)C2=C(C=CC=C2)O)C 2-[(3R)-4-[1-(2-azaspiro[3.3]heptan-6-yl)-4-piperidyl]-3-methyl-4,8,10,11-tetrazatricyclo[7.4.0.02,7]trideca-1(9),2(7),10,12-tetraen-12-yl]phenol